C(C)(C)(C)C1=CN=C(O1)CSC1=CN=C(S1)NCC1CCN(CC1)CCCC1=CC=C(C=C1)C(CCC)N(C(OC(C)(C)C)=O)C tert-butyl (1-(4-(3-(4-(((5-(((5-(tert-butyl)oxazol-2-yl)methyl)thio)thiazol-2-yl)amino)methyl)piperidin-1-yl)propyl)phenyl)butyl)(methyl)carbamate